methyl 6-((3-ethyl-4-((4-fluorobenzyl)amino)-1-methyl-1H-pyrazolo[3,4-d]pyrimidin-6-yl)amino)nicotinate C(C)C1=NN(C2=NC(=NC(=C21)NCC2=CC=C(C=C2)F)NC2=NC=C(C(=O)OC)C=C2)C